[Na+].[N+](=O)([O-])C1=C(C(C(=O)[O-])=CC=C1)C(=O)O 3-nitrophthalic acid monosodium salt